BrC1=CC=C(S1)C=C(C(=O)OC)C#N methyl 3-(5-bromothiophene-2-yl)-2-cyanoprop-2-enoate